2-(difluoromethoxy)-N-((5-(2-nitrophenyl)-1H-pyrazol-3-yl)methyl)benzamide tert-butyl-4-(2-((3-fluoro-4-nitrophenyl)sulfonyl)Hydrazine-1-carbonyl)piperazine-1-carboxylate C(C)(C)(C)OC(=O)N1CCN(CC1)C(=O)NNS(=O)(=O)C1=CC(=C(C=C1)[N+](=O)[O-])F.FC(OC1=C(C(=O)NCC2=NNC(=C2)C2=C(C=CC=C2)[N+](=O)[O-])C=CC=C1)F